4-chlorophenyl dihydrogenphosphate meglumine salt N(C)C[C@H](O)[C@@H](O)[C@H](O)[C@H](O)CO.P(=O)(O)(O)OC1=CC=C(C=C1)Cl